(S)-2-(4-chlorophenyl)-1-(4-((5R,7R)-7-hydroxy-5-methyl-6,7-dihydro-5H-cyclopenta[d]pyrimidin-4-yl)piperazin-1-yl)-3-(4-(2-hydroxyethyl)piperazin-1-yl)propan-1-one ClC1=CC=C(C=C1)[C@H](C(=O)N1CCN(CC1)C=1C2=C(N=CN1)[C@@H](C[C@H]2C)O)CN2CCN(CC2)CCO